6-(1-(3-chloropyridin-2-yl)-3-methoxy-1H-pyrazole-5-carboxamido)-N-ethyl-5-methylpyrazolo[1,5-a]pyridine-7-carboxamide ClC=1C(=NC=CC1)N1N=C(C=C1C(=O)NC=1C(=CC=2N(C1C(=O)NCC)N=CC2)C)OC